(4s,5r)-tetrahydro-2H-pyran-2,4,5-triol O1C(C[C@@H]([C@@H](C1)O)O)O